1-bromo-2-methyl-4-(pentafluoro-λ6-sulfanyl)benzene BrC1=C(C=C(C=C1)S(F)(F)(F)(F)F)C